3-(N-(2-(5-chlorothiophen-2-yl)-5-cyano-3-methylphenyl)sulfamoyl)-4-cyclopropylbenzoic Acid ClC1=CC=C(S1)C1=C(C=C(C=C1C)C#N)NS(=O)(=O)C=1C=C(C(=O)O)C=CC1C1CC1